ClC1=CC=C2C(=N1)CN(C2=O)C 2-chloro-6-methyl-6,7-dihydro-5H-pyrrolo[3,4-b]pyridin-5-one